N-(cyclopropylmethyl)-6-(2,6-difluoro-3,5-dimethoxyphenyl)-2-(methylthio)pyrido[3,4-d]pyrimidine-8-amine C1(CC1)CNC1=NC(=CC2=C1N=C(N=C2)SC)C2=C(C(=CC(=C2F)OC)OC)F